3-formyl-4-pyridinamine C(=O)C=1C=NC=CC1N